FC1=CC=C(C=N1)CNC 1-(6-fluoropyridin-3-yl)-N-methylmethanamine